[NH3+]CCC1=CC=C(C=C1)O tyraminium